(2S,3S,4R,5S)-4-[[3-(3,4-Difluoro-2-methyl-phenyl)-4,5-dimethyl-5-(trifluoromethyl)tetrahydrofuran-2-carbonyl]amino]pyridin-2-carboxamid FC=1C(=C(C=CC1F)[C@H]1[C@H](O[C@@]([C@@H]1C)(C(F)(F)F)C)C(=O)NC1=CC(=NC=C1)C(=O)N)C